C(C)OC(=O)C1=CNC2=NC=C(N=C21)NC2CCN(CC2)C=CC 2-((1-propenylpiperidin-4-yl)amino)-5H-pyrrolo[2,3-b]pyrazine-7-carboxylic acid ethyl ester